1-(7-fluoroindolin-1-yl)-2-(2-(phenoxymethyl)thiazol-4-yl)ethan-1-one FC=1C=CC=C2CCN(C12)C(CC=1N=C(SC1)COC1=CC=CC=C1)=O